C1(=CC=CC=C1)C1(N=N1)C(F)(F)F 3-phenyl-3-(trifluoromethyl)-3H-diazirine